2-(4-(4-amino-1,3-dihydrofuro[3,4-c]quinolin-7-yl)-1-methyl-1H-pyrazol-5-yl)-4-chloro-6-cyclopropoxy-3-fluorobenzonitrile NC1=NC=2C=C(C=CC2C2=C1COC2)C=2C=NN(C2C2=C(C#N)C(=CC(=C2F)Cl)OC2CC2)C